cis-8-dimethylamino-8-phenyl-3-(pyridin-2-yl-methyl)-1,3-diazaspiro[4.5]decan-2-one CN(C1(CCC2(CN(C(N2)=O)CC2=NC=CC=C2)CC1)C1=CC=CC=C1)C